pent-1-yl-3-[1-(3-trifluoromethoxy-phenyl)-ethyl]-urea C(CCCC)NC(=O)NC(C)C1=CC(=CC=C1)OC(F)(F)F